C1(CC1)[C@@H]1NC2=C(C(N(C=3C=CC(=CC23)NC2=CC(=NC=C2Cl)N2CCOCC2)C)=O)OCC1(F)F (S)-2-Cyclopropyl-3,3-difluoro-10-((5-chloro-2-morpholinopyridin-4-yl)amino)-7-methyl-1,2,3,4-tetrahydro-[1,4]oxazepino[2,3-c]chinolin-6(7H)-on